C(OC1=C(C=C2C=NC=NC2=C1)OC1CCNCC1)([2H])([2H])[2H] 7-[(2H3)methyloxy]-6-(piperidin-4-yloxy)quinazolin